2-(tert-butyl) 8-ethyl 5-oxa-2-azaspiro[3.4]octane-2,8-dicarboxylate C1N(CC12OCCC2C(=O)OCC)C(=O)OC(C)(C)C